Difluoropregnane FC(C[C@H]1CC[C@H]2[C@@H]3CCC4CCCC[C@]4(C)[C@H]3CC[C@]12C)F